5,10-dihexyl-10,15-dihydro-5H-diindolo[3,2-a:3',2'-c]carbazole C(CCCCC)N1C=2C=CC=CC2C=2C1=C1C(=C3C=4C=CC=CC4N(C23)CCCCCC)NC=2C=CC=CC21